monoorotic acid hemihydrate O.C(C1=CC(=O)NC(=O)N1)(=O)O.C(C1=CC(=O)NC(=O)N1)(=O)O